tert-butyl 3-(5-(2,4,7,9-tetraoxadecan-5-yl)-6-methoxypyridin-3-yl)-4-oxopiperidine-1-carboxylate COCOC(COCOC)C=1C=C(C=NC1OC)C1CN(CCC1=O)C(=O)OC(C)(C)C